N1N=CC(=C1)CNC(NC1=CC=C(C=C1)S(=O)(=O)NC1=NC=CC=C1)=O 4-[3-(1H-Pyrazol-4-ylmethyl)-ureido]-N-pyridin-2-yl-benzenesulfonamide